N-[1-(1H-indol-3-yl)hexane-2-yl]-6-(piperazine-1-yl)-1-benzothiophene-2-carboxamide N1C=C(C2=CC=CC=C12)CC(CCCC)NC(=O)C=1SC2=C(C1)C=CC(=C2)N2CCNCC2